C(CCC)(=O)OCN1N=C(C=C1C)C1=NN2C(N=C(C=C2N2CCOCC2)N2N=C(C=C2)C2=CC=CC=C2)=C1 (5-methyl-3-(7-morpholino-5-(3-phenyl-1H-pyrazol-1-yl)pyrazolo[1,5-a]pyrimidin-2-yl)-1H-pyrazol-1-yl)methyl butyrate